1-(6-chloro-2-methylquinolin-4-yl)butanone ClC=1C=C2C(=CC(=NC2=CC1)C)CC(CC)=O